4-{3-[(1,3-Dimethyl-azetidin-3-yl)-hydroxy-(4-trifluoromethoxy-phenyl)-methyl]-phenyl}-piperidine-1-carboxylic acid tert-butyl ester C(C)(C)(C)OC(=O)N1CCC(CC1)C1=CC(=CC=C1)C(C1=CC=C(C=C1)OC(F)(F)F)(O)C1(CN(C1)C)C